C(C)(=O)N1CCC(CC1)CS(=O)(=O)C1=CC=C(C=C1)C=1C(=CC(=CC1)Cl)C#N 4'-(((1-Acetylpiperidin-4-yl)methyl)sulfonyl)-4-chloro-[1,1'-biphenyl]-2-carbonitrile